2,6-dimethyl-9-methacryloyloxy-10-acetoxy-1,2,3,4-tetrahydroanthracene CC1CC2=C(C3=CC=C(C=C3C(=C2CC1)OC(C)=O)C)OC(C(=C)C)=O